8-(4-bromophenyl)-6-(1-methyl-6-oxo-1,6-dihydropyridin-3-yl)-2-(2,2,2-trifluoroethylamino)pyrido[2,3-d]pyrimidin-7(8H)-one BrC1=CC=C(C=C1)N1C(C(=CC2=C1N=C(N=C2)NCC(F)(F)F)C2=CN(C(C=C2)=O)C)=O